ethylene bis(fluoroethylene) carbonate C(O)(O)=O.FC=C.FC=C.C=C